monobutyl citraconate C(\C(\C)=C/C(=O)[O-])(=O)OCCCC